C(C)NCCNC N1-ethyl-N2-methylethane-1,2-diamine